The molecule is a diastereoisomeric mixture of (2S,4R)- and (2S,4S)- hypoglycin A, found in the edible part of the fruit of the Ackee, Blighia sapida (where the 2S,4R diastereoisomer is more dominant (17% d.e.) than its 2S,4S counterpart) as well as in the sycamore maple tree (Acer pseudoplatanus). It has a role as a phytotoxin. It contains a (2S,4S)-hypoglycin A and a (2S,4R)-hypoglycin A. C=C1CC1C[C@@H](C(=O)O)N